N-(cyclohexylmethyl)-1,2,4-triazine-3-carboxamide C1(CCCCC1)CNC(=O)C=1N=NC=CN1